2',5-dichloro-N-(8-chloro-3-oxyl-3,4-dihydro-2H-benzo[b][1,4]oxazin-6-yl)-2,4'-Difluoro-[1,1'-biphenyl]-4-carboxamide ClC1=C(C=CC(=C1)F)C1=C(C=C(C(=C1)Cl)C(=O)NC1=CC2=C(OCC(N2)O)C(=C1)Cl)F